N(CCC1=CC(O)=C(O)C=C1)C=1C=CC=C(C1C(=O)O)C(=O)O dopaminephthalic acid